1-(3,5-dichloropyridin-4-yl)-4-(furan-2-yl(1-isopropyl-1H-tetrazol-5-yl)methyl)piperazine ClC=1C=NC=C(C1N1CCN(CC1)C(C1=NN=NN1C(C)C)C=1OC=CC1)Cl